C(C)OC1=C(C=CC(=C1)C)OC(C1=CC=C(C=C1)OC)=O.C(#N)/C(/C(=O)NC=1C=CC(=NC1)C(=O)NC1=C(C=CC=C1C)C)=C(\C=1C=NOC1C)/O (Z)-5-(2-cyano-3-hydroxy-3-(5-methylisoxazol-4-yl)acrylamido)-N-(2,6-dimethylphenyl)picolinamide 2-ethoxy-4-methylphenyl-4-methoxybenzoate